perfluoro-4-methyl-heptene FC(=C(C(C(C(C(C(F)(F)F)(F)F)(F)F)(C(F)(F)F)F)(F)F)F)F